ClC(C=1N=CNC(N1)(CC1=CC=2OCOC2C=C1)C(Cl)(Cl)Cl)(Cl)Cl 4,6-bis(trichloromethyl)-6-piperonyl-s-triazine